ClC=1N=C(SC1)C=1N=NN(C1)[C@@H]1[C@H]([C@@H](SC=2C=NC=C(C2)C#C)O[C@@H]([C@@H]1O)CO)OC 5-Ethynylpyridin-3-yl 3-[4-(4-chlorothiazol-2-yl)-1H-1,2,3-triazol-1-yl]-3-deoxy-2-O-methyl-1-thio-α-D-galactopyranoside